gold 4-mercapto-1-butanesulfonate (4-tert-pentylcyclohexyl)cyclopropyl-fumarate C(C)(C)(CC)C1CCC(CC1)\C(=C(/C(=O)[O-])\C1CC1)\C(=O)[O-].SCCCCS(=O)(=O)[O-].[Au+3]